6-bromo-N-methoxy-N-methyl-3H-1,3-benzodiazole-4-carboxamide BrC=1C=C(C2=C(N=CN2)C1)C(=O)N(C)OC